11-methyl-9,12-dioxo-3,6-dioxa-10,13-diazahexadecane-16-Oic Acid CC(NC(CCOCCOCC)=O)C(NCCC(=O)O)=O